ClC1=CC=C(C=C1)NC(=O)N1CCN(CC1)C1=NC(=NC(=N1)N1CCOCC1)N1CCOCC1 4-(4,6-Dimorpholin-4-yl-[1,3,5]triazin-2-yl)-piperazine-1-carboxylic acid (4-chlorophenyl)-amide